NC=1C=C(C(=CC1)C1=CC(=CC(=C1)C(C)(C)O)F)S(=O)(=O)N 4-amino-3'-fluoro-5'-(2-hydroxypropan-2-yl)biphenyl-2-sulfonamide